N-(methylnaphthalyl)glycine CC1=C(C2=CC=CC=C2C=C1)NCC(=O)O